2-hydroxy-3-methoxy-5-vinylbenzoic acid OC1=C(C(=O)O)C=C(C=C1OC)C=C